C(C=C)(=O)N1C[C@H](OC(C1)CNC)C1=CC(=NC(=C1)Cl)C1=CC(=NC=N1)C(=O)NC 6-(4-((2R-76S)-4-acryloyl-6-((methylamino)methyl)morpholin-2-yl)-6-chloropyridin-2-yl)-N-methylpyrimidine-4-carboxamide